[Cl-].C[N+](CCCCCCCCCC)(CCCCCCCCCC)C N,N-dimethyl-N,N-didecyl-ammonium chloride